N[C@@]1([C@H](CCC1)CCCB(O)O)C(=O)O (1S,2S)-1-amino-2-(3-boronopropyl)cyclopentanecarboxylic acid